3,6-methanopyrrolo[3,2-b]pyridine N=1C=C2C3=NC=C(CC31)C2